C(C=C)C1(CCC1)C(=O)OC1=CC(C)=CC=C1C(C)C Thymyl 1-allylcyclobutanecarboxylate